C(C)(C)(C)C1=C(C(=CC(=C1)C)C(C)(C)C)O 2,6-dit-butyl-4-methyl-Phenol